BrC=1C=C(C=CC1)[C@H](C=1C=C(SC1)C(=O)C=1C(=NC=NC1)N[C@H]1C[C@@H]([C@H](C1)CNS([O-])(=O)=O)O)OC [(1R,2S,4R)-4-{[5-({4-[(R)-(3-Bromophenyl)(methoxy)methyl]-2-thienyl}carbonyl)pyrimidin-4-yl]amino}-2-hydroxycyclopentyl]methylsulfamate